ClCC1=C(N=C(S1)C)C 5-(chloromethyl)-2,4-dimethyl-1,3-thiazole